BrC=1C=C(C(=C(C1)N1C[C@H](N(CC1)C(C(C)C)=O)C)[N+](=O)[O-])F 1-[(2R)-4-(5-bromo-3-fluoro-2-nitrophenyl)-2-methylpiperazin-1-yl]-2-methylpropan-1-one